benzyl 2-(carboxy)pyrrolidine-1-carboxylate C(=O)(O)C1N(CCC1)C(=O)OCC1=CC=CC=C1